copper dichlorophenanthroline ClC=1C(=NC2=C3N=CC=CC3=CC=C2C1)Cl.[Cu]